C(#N)C=1C(=NC(=CC1C(F)(F)F)C)N1[C@@H](C[C@@H](C1)O)C(=O)N(C)C1=CC(=C(C=C1)F)OC (2s,4s)-1-(3-cyano-6-methyl-4-(trifluoromethyl)pyridin-2-yl)-N-(4-fluoro-3-methoxyphenyl)-4-hydroxy-N-methylpyrrolidine-2-carboxamide